C1(CCC1)N1N=CC(=C1)NC(=O)C1=NN(C=C1)C1=CC=CC=C1 N-(1-cyclobutyl-1H-pyrazol-4-yl)-1-phenyl-1H-pyrazole-3-carboxamide